C(C1=CC=CC=C1)OC1(CC1)C=1N=C(SC1)NC(=O)C=1N(C=CC1)CC1=CC=NC=C1 N-(4-(1-(benzyloxy)cyclopropyl)thiazol-2-yl)-1-(pyridin-4-ylmethyl)-1H-pyrrole-2-carboxamide